COC1=NC(=CC=C1N1C(O[C@]2(C1)C[C@@](CCC2)(C)CN2C=NC1=C2C=C(C=C1)C#N)=O)C 1-(((5s,7s)-3-(2-methoxy-6-methylpyridin-3-yl)-7-methyl-2-oxo-1-oxa-3-azaspiro[4.5]decan-7-yl)methyl)-1H-benzo[d]imidazole-6-carbonitrile